COC1=NC=C(C=C1C(=O)N)NC(C(=O)N1[C@@H](CC[C@H](C1)C)C=1C=C2C(NCC2=CC1)=O)=O 2-methoxy-5-[[2-[(2S,5R)-5-methyl-2-(3-oxoisoindolin-5-yl)-1-piperidyl]-2-oxo-acetyl]amino]pyridine-3-carboxamide